C(C)OC1=NC2=C(N1CC1=CC=C(C=C1)C1=CC(=CC=C1C1=NOC(N1)=O)C1=CC=CC=C1)C(=CC=C2)C(=O)OC methyl 2-ethoxy-1-((6'-(5-oxo-4,5-dihydro-1,2,4-oxadiazol-3-yl)-[1,1':3',1''-terphenyl]-4-yl)methyl)-1H-benzo[d]imidazole-7-carboxylate